imidazoline-acetate N1(C=NCC1)CC(=O)[O-]